2-Ethylbutyl ((S)-(((2R,3S,5R)-5-(6-amino-2-fluoro-9H-purin-9-yl)-2-ethynyl-3-(((hexyloxy)carbonyl)oxy)tetrahydrofuran-2-yl)methoxy)(phenoxy)phosphoryl)-L-phenylalaninate NC1=C2N=CN(C2=NC(=N1)F)[C@H]1C[C@@H]([C@@](O1)(C#C)CO[P@](=O)(OC1=CC=CC=C1)N[C@@H](CC1=CC=CC=C1)C(=O)OCC(CC)CC)OC(=O)OCCCCCC